sulfonyl-2,3-difluorobenzenesulfonamide S(=O)(=O)=NS(=O)(=O)C1=C(C(=CC=C1)F)F